ClC=1C(=NC(=C(C1Cl)Cl)C#N)C#N 3,4,5-trichloro-pyridine-2,6-di-nitrile